ethyl 1-[2-(2-chlorophenyl)-4-cyclobutyl-phenyl]sulfonyl-4-fluoro-piperidine-4-carboxylate ClC1=C(C=CC=C1)C1=C(C=CC(=C1)C1CCC1)S(=O)(=O)N1CCC(CC1)(C(=O)OCC)F